1-(3-Methoxy-4-((4-methoxybenzyl)oxy)benzyl)-5-(pyrimidin-5-yl)-1H-benzo[d]imidazol-2-amine COC=1C=C(CN2C(=NC3=C2C=CC(=C3)C=3C=NC=NC3)N)C=CC1OCC1=CC=C(C=C1)OC